1,3-diphenylguanidine hydrobromide Br.C1(=CC=CC=C1)NC(=N)NC1=CC=CC=C1